N1N=CN=C1[C@@H]1CN(CC1)C(=O)N1CC2(C1)CC(C2)CC=2C=NN(C2)CC(F)(F)F [(3S)-3-(1H-1,2,4-Triazol-5-yl)pyrrolidin-1-yl]-[6-[[1-(2,2,2-trifluoroethyl)pyrazol-4-yl]methyl]-2-azaspiro[3.3]heptan-2-yl]methanone